O1CCN(CC1)C1=NC(=CC(=N1)CNC(C1=NC=CC=C1)=O)NC1=CC=C(C=C1)C N-((2-morpholino-6-(p-tolylamino)pyrimidin-4-yl)methyl)picolinamide